7-chloro-N-(cyclopentylmethyl)-3-(2,6-dichloro-3,5-dimethoxyphenyl)-2,6-naphthyridine-1-amine ClC1=NC=C2C=C(N=C(C2=C1)NCC1CCCC1)C1=C(C(=CC(=C1Cl)OC)OC)Cl